COC1=CC=C(CN(C2=NC(=NC3=C2NC(N(C3)CC3=C(C=CC=C3)CN3CCCC3)=O)OCCCC)CC3=CC=C(C=C3)OC)C=C1 8-(bis(4-methoxybenzyl)amino)-6-butoxy-3-(2-(pyrrolidin-1-ylmethyl)benzyl)-3,4-dihydropyrimido[5,4-d]Pyrimidine-2(1H)-one